FC(N1N=CC(=C1)C1=C(N=C2C(=CC=NC2=C1)OC1=C(C=C(C=C1)NC(=O)C=1C=NC(=C(C1O)C1=CC=C(C=C1)F)C)F)C)F N-[4-[[7-[1-(difluoromethyl)pyrazol-4-yl]-6-methyl-1,5-naphthyridin-4-yl]oxy]-3-fluorophenyl]-5-(4-fluorophenyl)-4-hydroxy-6-methylpyridine-3-carboxamide